(2R,3S)-4-[(2Z)-2-[(5-bromoquinoxalin-6-yl)imino]imidazolidin-1-yl]-3-ethyl-2-[(3-methylimidazol-4-yl)methyl]-4-oxobutyl 2,2-dimethylpropanoate CC(C(=O)OC[C@@H]([C@@H](C(=O)N1\C(\NCC1)=N/C=1C(=C2N=CC=NC2=CC1)Br)CC)CC=1N(C=NC1)C)(C)C